C(C)(C)(C)OC(CN([C@H]1[C@@H](CCCC1)N(CC(=O)OC(C)(C)C)CC1=CC=C(C=C1)CC(=O)O)CC(OC(C)(C)C)=O)=O |r| 2-[4-({[(±)-trans-2-{bis[2-(tert-butoxy)-2-oxoethyl]amino}cyclohexyl][2-(tert-butoxy)-2-oxoethyl]amino}methyl)phenyl]acetic acid